CNCC1=CC=C(C=C1)O 4-[(methylamino)methyl]phenol